N-[3-(4-benzoylbenzamido)propyl]methacrylamide C(C1=CC=CC=C1)(=O)C1=CC=C(C(=O)NCCCNC(C(=C)C)=O)C=C1